6-ethyl-4a-phenylhexahydro-2H-benzo[b][1,4]oxazin-3(4H)-one C(C)C1CC2(C(OCC(N2)=O)CC1)C1=CC=CC=C1